O=C1NC(CCC1N1C(C2=CC=CC(=C2C1=O)NCCCCCCC(=O)N1CCN(CC1)C1=CC=C(C(=O)N2CCC(CC2)CCCCNC(\C=C\C=2C=NC=CC2)=O)C=C1)=O)=O (E)-N-(4-(1-(4-(4-(7-((2-(2,6-dioxopiperidin-3-yl)-1,3-diOxoisoindoline-4-yl)amino)heptanoyl)piperazin-1-yl)benzoyl)piperidin-4-yl)butyl)-3-(pyridin-3-yl)acrylamide